3-(4-((9-(diethylamino)nonyl)thio)-1-oxoisoindolin-2-yl)piperidine-2,6-dione C(C)N(CCCCCCCCCSC1=C2CN(C(C2=CC=C1)=O)C1C(NC(CC1)=O)=O)CC